BrCC#CCOC 1-bromo-4-methoxy-2-butyne